(2R,4S,5R,6R)-6-((1R,2R)-3-(2-(4-chlorophenyl)acetamido)-1,2-dihydroxypropyl)-2-heptyl-4-hydroxy-5-(2-hydroxyacetamido)tetrahydro-2H-pyran-2-carboxylic acid ClC1=CC=C(C=C1)CC(=O)NC[C@H]([C@@H](O)[C@H]1[C@@H]([C@H](C[C@@](O1)(C(=O)O)CCCCCCC)O)NC(CO)=O)O